2-(2-Chlorophenyl)-N-[3-sulfamoyl-4-(1,3-thiazol-4-yl)phenyl]acetamide ClC1=C(C=CC=C1)CC(=O)NC1=CC(=C(C=C1)C=1N=CSC1)S(N)(=O)=O